BrC=1C(=NN(C1)COCC[Si](C)(C)C)F 4-bromo-3-fluoro-1-((2-(trimethylsilyl)ethoxy)methyl)-1H-pyrazole